CC=1N=CN(C1)C=1C=C(N)C=C(C1)C(F)(F)F 3-(4-methyl-1H-imidazol-1-yl)-5-trifluoromethyl-aniline